Cl.FC=1C(=CC=2C3=C(C=NC2C1)N(C(C31COC1)=O)C)C=1C=C(C(=NC1)OCCNC(C)C)NS(=O)(=O)C N-(5-(7'-Fluoro-3'-methyl-2'-oxo-2',3'-dihydrospiro[oxetane-3,1'-pyrrolo[2,3-c]quinolin]-8'-yl)-2-(2-(isopropylamino)ethoxy)pyridin-3-yl)methanesulfonamide hydrochloride